ClC=1C=C(C=CC1Cl)C=1N(C(=CC(C1C(=O)O)=O)CN1N=C(C=C1OCCOC)C(F)(F)F)CC 2-(3,4-dichlorophenyl)-1-ethyl-6-[[5-(2-methoxyethoxy)-3-(trifluoromethyl)pyrazol-1-yl]methyl]-4-oxo-pyridine-3-carboxylic acid